N[C@H](C=1OC2=C(N1)C=C(C=C2)C(COC)N2C(N[C@@H](C2)C(F)(F)F)=O)[C@@H]2CC(CCC2)(F)F (4S)-1-(1-(2-((S)-amino((S)-3,3-difluorocyclohexyl)methyl)-benzo[d]oxazol-5-yl)-2-methoxyethyl)-4-(trifluoromethyl)imidazolidin-2-one